2-(Tert-butyl)-4-(3-amino-1H-indazol-5-yl)-7-azaindole C(C)(C)(C)C=1NC2=NC=CC(=C2C1)C=1C=C2C(=NNC2=CC1)N